C1(=CC=CC=C1)[C@H](C)N1C([C@@H]2CC[C@@H]2C1)=O (1R,5S)-3-((S)-1-phenylethyl)-3-azabicyclo[3.2.0]heptan-2-one